BrC1=CC2=C(NC(=N2)C2CC2)C=C1 5-bromo-2-cyclopropyl-1H-benzo[d]imidazole